(R)-4-(4-((4-(((tert-butyldimethylsilyl)oxy)methyl)-4'-chloro-4-methyl-3,4,5,6-tetrahydro-[1,1'-biphenyl]-2-yl)methyl)piperazin-1-yl)benzoic acid ethyl ester C(C)OC(C1=CC=C(C=C1)N1CCN(CC1)CC1=C(CC[C@@](C1)(C)CO[Si](C)(C)C(C)(C)C)C1=CC=C(C=C1)Cl)=O